3-((2-(2,6-dioxopiperidin-3-yl)-1-oxoisoindolin-4-yl)thio)propionic acid O=C1NC(CCC1N1C(C2=CC=CC(=C2C1)SCCC(=O)O)=O)=O